(6-bromothieno[2,3-d]pyrimidin-4-yl)pyrrolidin-3-ol BrC1=CC2=C(N=CN=C2N2CC(CC2)O)S1